OC(C)(C)C1CC(C1)NC=1N=NC(=C2C1C=NC=C2)C2=C(C=C(C=C2)C(F)(F)F)O 2-(4-(((1r,3r)-3-(2-hydroxypropan-2-yl)cyclobutyl)amino)pyrido[3,4-d]pyridazin-1-yl)-5-(trifluoromethyl)phenol